2-(2-methyl-1,3-benzothiazol-6-yl)-7-(1-methylpiperidin-4-yl)-4H-pyrido[1,2-a]pyrimidin CC=1SC2=C(N1)C=CC(=C2)C=2N=C1N(CC2)C=C(C=C1)C1CCN(CC1)C